ClC=1C=C(C=CC1)[C@H]1C[C@](C(N([C@@H]1C1=CC=C(C=C1)Cl)[C@@H](C(C)C)CS(=O)(=O)C(C)C)=O)(C)CC(=O)O 2-[(3R,5R,6S)-5-(3-chlorophenyl)-6-(4-chlorophenyl)-1-[(1S)-1-(isopropylsulfonyl-methyl)-2-methyl-propyl]-3-methyl-2-oxo-3-piperidyl]acetic acid